N1(CCCCC1)C1=CC=C(C=C1)N1NC(NC1=O)=O [4-(1-piperidyl)phenyl]-1,2,4-triazolidine-3,5-dione